2-methyl-6-[2-(piperazin-1-yl)[1,3]thiazolo[4,5-b]pyrazin-6-yl]imidazo[1,2-a]pyridine-8-carbonitrile CC=1N=C2N(C=C(C=C2C#N)C=2N=C3C(=NC2)N=C(S3)N3CCNCC3)C1